1-(2-chloro-5-((4-methyl-6-(methylamino)pyrimidin-2-yl)amino)phenyl)-1H-pyrazole-4-carbaldehyde ClC1=C(C=C(C=C1)NC1=NC(=CC(=N1)C)NC)N1N=CC(=C1)C=O